dicyclohexyl-(3,5-diethylphenyl)phosphine C1(CCCCC1)P(C1=CC(=CC(=C1)CC)CC)C1CCCCC1